anti-3-[3-[(dimethylamino)methyl]-4-hydroxy-1-(3-phenylpropyl)piperidin-4-yl]benzamide benzyl-(S)-4-(((S)-2-(benzyloxy)propoxy)methyl)-5-oxooxazolidine-3-carboxylate C(C1=CC=CC=C1)OC(=O)N1COC([C@@H]1COC[C@H](C)OCC1=CC=CC=C1)=O.CN(C)CC1CN(CCC1(O)C=1C=C(C(=O)N)C=CC1)CCCC1=CC=CC=C1